C(CC)OC(=O)C1(CCC(=NO1)C1=C(C=C(C(=C1)N1C(N(C(N(C1=O)C)=S)C)=O)F)Cl)C 3-(2-chloro-5-(3,5-dimethyl-2,6-dioxo-4-thioxo-1,3,5-triazin-1-yl)-4-fluorophenyl)-6-methyl-5,6-dihydro-4H-1,2-oxazine-6-carboxylic acid propyl ester